FC(C)(F)[C@H]1[C@@H](C1)NC(N)=O |r| 3-[rac-(1R,2R)-2-(1,1-difluoroethyl)cyclopropyl]urea